N-(5-fluoro-2-nitrophenyl)-N-methylcyclopropanesulfonamide FC=1C=CC(=C(C1)N(S(=O)(=O)C1CC1)C)[N+](=O)[O-]